ethyl 4-[(1-tert-butoxycarbonylazetidin-3-yl)amino]-6-chloro-pyridine-3-carboxylate C(C)(C)(C)OC(=O)N1CC(C1)NC1=C(C=NC(=C1)Cl)C(=O)OCC